(S)-2-((3-(2-((2,4-Dichlorophenoxy)methyl)oxazol-5-yl)-2,5-dihydro-1H-pyrrol-1-yl)methyl)-1-(oxetan-2-ylmethyl)-1H-benzo[d]imidazole-6-carboxylic acid ClC1=C(OCC=2OC(=CN2)C=2CN(CC2)CC2=NC3=C(N2C[C@H]2OCC2)C=C(C=C3)C(=O)O)C=CC(=C1)Cl